BrC1=C(C=C(C(=C1)O)OC)/C=C/C(=O)O[C@@H]1[C@@]2(CC[C@H](C1)C2(C)C)C (1R,2S,4R)-1,7,7-trimethylbicyclo[2.2.1]heptan-2-yl (E)-3-(2-bromo-4-hydroxy-5-methoxyphenyl)acrylate